BrC1=CC(NC=C1CN1CCCCC1)=O 4-bromo-5-(piperidin-1-ylmethyl)pyridin-2(1H)-one